N-[6-(5-chloro-1,3-benzoxazol-2-yl)spiro[3.3]heptan-2-yl]-5-(1-oxo-1lambda6-thia-2-azacyclohexen-1-yl)furan-2-carboxamide ClC=1C=CC2=C(N=C(O2)C2CC3(CC(C3)NC(=O)C=3OC(=CC3)S3(N=CCCC3)=O)C2)C1